NC1=CC=CC(=N1)S(=O)(=O)NC(=O)C=1C(=NC(=CC1)C1=CC(=C(C=C1)Cl)OC(C)C)OC1=C(C=C(C=C1C)C)C N-[(6-Amino-2-pyridyl)sulfonyl]-6-(4-chloro-3-isopropoxyphenyl)-2-(2,4,6-trimethylphenoxy)pyridin-3-carboxamid